FC=1C=C(CNC(CN2N=C(C=CC2=O)C2=CC=C(C=C2)F)=O)C=CC1 N-(3-fluorobenzyl)-2-(3-(4-fluorophenyl)-6-oxopyridazin-1(6H)-yl)acetamide